FCC1C2CNCC12 Exo-6-fluoromethyl-3-azabicyclo[3.1.0]hexane